1-tetradecyl-3-methyl-imidazolium tetrafluoroborate F[B-](F)(F)F.C(CCCCCCCCCCCCC)N1C=[N+](C=C1)C